(E)-N-(4-(1-(6-(4-(6-(2-(2,6-dioxopiperidin-3-yl)-1-oxoisoindolin-5-yl)hex-5-yn-1-yl)piperazin-1-yl)pyridazine-3-carbonyl)piperidin-4-yl)butyl)-3-(pyridin-3-yl)acrylamide O=C1NC(CCC1N1C(C2=CC=C(C=C2C1)C#CCCCCN1CCN(CC1)C1=CC=C(N=N1)C(=O)N1CCC(CC1)CCCCNC(\C=C\C=1C=NC=CC1)=O)=O)=O